C(C)(C)(C)OC(=O)N(CCCC(=O)OC)C methyl 4-((tert-butoxycarbonyl)(methyl)amino)butanoate